C(#N)C1=CC=C(C=C1)C1CC=2N(CC1)C(=NN2)C=2C=CC(=C(C2)NC(=O)N2CCCC2)C N-(5-(7-(4-cyanophenyl)-5,6,7,8-tetrahydro-[1,2,4]triazolo[4,3-a]pyridin-3-yl)-2-methylphenyl)pyrrolidine-1-carboxamide